7-fluoro-1,4-dimethyl-2-(4-(methylsulfonyl)phenyl)-6-(4-(4-(pyrrolidin-1-yl)piperidin-1-yl)phenyl)-1H-imidazo[4,5-c]pyridine FC=1C2=C(C(=NC1C1=CC=C(C=C1)N1CCC(CC1)N1CCCC1)C)N=C(N2C)C2=CC=C(C=C2)S(=O)(=O)C